FC1=CC=C(CC=2C=3N(C4=C(C2)N(CC4(C)C)C(CN4[C@H](CN[C@@H](C4)C)CN4[C@@H](COCC4)C)=O)N=CN3)C=C1 1-(4-(4-fluorobenzyl)-8,8-dimethyl-7,8-dihydro-6H-pyrrolo[2,3-e][1,2,4]triazolo[1,5-a]pyridin-6-yl)-2-((2R,5R)-5-methyl-2-(((R)-3-methylmorpholino)methyl)piperazin-1-yl)ethan-1-one